C(#N)CC(=O)N1C[C@@H]([C@@H](CC1)C)N(C=1C2=C(N=CN1)N(C=C2)C(=O)NCCNC(OC(C)(C)C)=O)C tert-butyl (2-(4-(((3R,4R)-1-(2-cyanoacetyl)-4-methylpiperidin-3-yl)(methyl)amino)-7H-pyrrolo[2,3-d]pyrimidine-7-carboxamido)ethyl)carbamate